(phenylcarbazolylphenyl)(dibenzofuranyl)Triazine C1(=CC=CC=C1)C=1C(=C(C=CC1)C=1C(=NN=NC1)C1=CC=CC=2OC3=C(C21)C=CC=C3)C3=CC=CC=2C1=CC=CC=C1NC32